(S)-(4,4-Difluorocyclohexyl){5-[(1S)-1-(2,2-difluoroethylcarbamoyl)-3,3,3-trifluoro-propyl]-4-fluoro-1H-benzimidazol-2-yl}methyl-4-methyl-1,2,5-oxadiazole-3-carboxamide FC1(CCC(CC1)N(C(=O)C1=NON=C1C)CC1=NC2=C(N1)C=CC(=C2F)[C@H](CC(F)(F)F)C(NCC(F)F)=O)F